C(C)(=O)[O-].[Ir].[NH4+] ammonium iridium acetate